tert-butyl (3R)-3-azidopyrrolidine-1-carboxylate N(=[N+]=[N-])[C@H]1CN(CC1)C(=O)OC(C)(C)C